FC=1C(=C(C=CC1F)[C@@H]1CO[C@]([C@H]1OC)(C(F)(F)F)C)OC (2R,3R,4S,5R)-3-(3,4-difluoro-2-methoxyphenyl)-4-methoxy-5-methyl-5-(trifluoromethyl)tetrahydrofuran